O1CCN(CC1)[C@@H](COC1=CC=C(C=C1)CC(=O)O)C |o1:6| [4-((2R or S)-2-morpholinopropoxy)phenyl]acetic acid